(S)-N-benzyl-α-methylbenzylamine C(C1=CC=CC=C1)N[C@H](C1=CC=CC=C1)C